N1C(=NC2=C1C=CC=C2)C21CC3(CC(CC(C2)C3)C1)NC=1N=NC(=CC1)C1=CC=CC=C1 N-[3-(1H-benzo[d]imidazol-2-yl)adamantan-1-yl]-6-phenylpyridazin-3-amine